1-(2-(dimethylamino)ethyl)-2-methyl-5,6,7,8-tetrahydro-1H-pyrrolo[2,3-b]quinolin-4-amine CN(CCN1C(=CC=2C1=NC=1CCCCC1C2N)C)C